1-(3,6-dibromocarbazol-9-yl)-3-(3-methylbutylamino)propan BrC=1C=CC=2N(C3=CC=C(C=C3C2C1)Br)CCCNCCC(C)C